(S)-2-amino-3-(4-(5-(3-bromo-4-methoxyphenyl)-1,2,4-oxadiazol-3-yl)phenyl)propanoic acid hydrochloride Cl.N[C@H](C(=O)O)CC1=CC=C(C=C1)C1=NOC(=N1)C1=CC(=C(C=C1)OC)Br